(3-(2,6-Dioxopiperidin-3-yl)-2-methylquinolin-7-yl)methyl (2,3-dihydrobenzo[b][1,4]dioxin-6-yl)carbamate O1C2=C(OCC1)C=C(C=C2)NC(OCC2=CC=C1C=C(C(=NC1=C2)C)C2C(NC(CC2)=O)=O)=O